C(CCC)P(CCOC)(CCCC)CCCC tributyl-(methoxyethyl)phosphine